BrC=1C=C(C=CC1F)NC(=NO)C1=NON=C1NCCN1N=NC(=C1)C1=CC(=CC=C1)O N-(3-bromo-4-fluorophenyl)-N'-hydroxy-4-((2-(4-(3-hydroxyphenyl)-1H-1,2,3-triazol-1-yl)ethyl)amino)-1,2,5-oxadiazole-3-formamidine